ClC=1C=C(C=CC1)C1=NC2=C(N1)C=CC(=C2)N 2-(3-chlorophenyl)-1H-benzo[d]imidazol-5-amine